(2S,4R)-1-(9H-fluoren-9-ylmethoxycarbonyl)-4-methyl-pyrrolidine-2-carboxylic acid C1=CC=CC=2C3=CC=CC=C3C(C12)COC(=O)N1[C@@H](C[C@H](C1)C)C(=O)O